C1(CCC1)CC(=O)NC1=CC(=C(C=C1)F)N1N=C2N=CC(=CC2=C1)C(C)C 2-cyclobutyl-N-{4-fluoro-3-[5-(propan-2-yl)-2H-pyrazolo[3,4-b]pyridin-2-yl]phenyl}acetamide